calcium-magnesium potassium [K].[Mg].[Ca]